1-(4-(4-cyanopiperidin-1-yl)-5-(isopropylthio)thiazol-2-yl)-4-(3-fluorophenyl)-3-methyl-1H-pyrazole-5-carboxylic acid C(#N)C1CCN(CC1)C=1N=C(SC1SC(C)C)N1N=C(C(=C1C(=O)O)C1=CC(=CC=C1)F)C